1-[4-[(2,2-dichlorocyclopropyl)-methoxy]-3,5-dimethyl-phenyl]-2-hydroxy-2-methyl-propan-1-one ClC1(C(C1)COC1=C(C=C(C=C1C)C(C(C)(C)O)=O)C)Cl